2-{1-[2-(5-methyl-3-trifluoromethylpyrazol-1-yl)acetyl]Piperidin-4-yl}thiazole-4-carboxylic acid methyl-(1,2,3,4-tetrahydronaphthalen-1-yl) amide CN(C(=O)C=1N=C(SC1)C1CCN(CC1)C(CN1N=C(C=C1C)C(F)(F)F)=O)C1CCCC2=CC=CC=C12